4-(6-bromopyrazin-2-yl)piperazine-1-carboxylic acid tert-butyl ester C(C)(C)(C)OC(=O)N1CCN(CC1)C1=NC(=CN=C1)Br